1-ethyl-2-methylpropylene C(C)C=C(C)C